3-chloro-2-(difluoromethoxy)-5-nitropyridine ClC=1C(=NC=C(C1)[N+](=O)[O-])OC(F)F